O1CCN(CC1)C(CCCC(=O)O)=O 5-morpholino-5-oxo-pentanoic acid